1-[6-[1-(cyclopropylmethyl)-3-methyl-pyrazol-4-yl]-5-(difluoromethyl)-2-pyridyl]-6-fluoro-N-(6-methylpyridazin-3-yl)benzimidazol-5-amine C1(CC1)CN1N=C(C(=C1)C1=C(C=CC(=N1)N1C=NC2=C1C=C(C(=C2)NC=2N=NC(=CC2)C)F)C(F)F)C